COC1=CC=C(CNC=2N=CC=C3C=C(N=CC23)NC(=O)C2CC2)C=C1 N-(8-((4-methoxybenzyl)amino)-2,7-naphthyridin-3-yl)cyclopropanecarboxamide